BrC1=C(C(=CC(=C1)C(C(F)(F)F)(C(F)(F)F)F)OC(F)F)NC(C1=C(C(=CC=C1)N(C(C1=CC=C(C=C1)F)=O)CC=1SC(=CC1)Cl)F)=O N-(2-bromo-6-(difluoromethoxy)-4-(perfluoropropan-2-yl)phenyl)-3-(N-((5-chlorothien-2-yl)methyl)-4-fluorobenzamido)-2-fluorobenzamide